N-(2,6-dioxo-3-piperidyl)-2-fluoro-4-[9-[4-(4-nitrophenyl)piperazin-1-yl]-3-azaspiro[5.5]undecan-3-yl]benzamide O=C1NC(CCC1NC(C1=C(C=C(C=C1)N1CCC2(CC1)CCC(CC2)N2CCN(CC2)C2=CC=C(C=C2)[N+](=O)[O-])F)=O)=O